BrCCOC1=CC(=CC=C1)F 1-(2-bromoethoxy)-3-fluoro-benzene